NC1=CC=C(C=N1)S(=O)(=O)N1CCN(CC1)C1=NC(=CC(=N1)C#N)C 2-(4-((6-Aminopyridin-3-yl)sulfonyl)piperazin-1-yl)-6-methylpyrimidine-4-carbonitrile